2-(4-Amino-1-tert-butyl-pyrazolo[3,4-d]pyrimidin-3-yl)-3-chloro-N-(2-morpholinoethyl)-1H-indole-6-carboxamide NC1=C2C(=NC=N1)N(N=C2C=2NC1=CC(=CC=C1C2Cl)C(=O)NCCN2CCOCC2)C(C)(C)C